NCCNCCC[Si](OCC)(OCC)C N-aminoethyl-γ-aminopropylmethyldiethoxysilane